FC=1C(=NC(=NC1)N[C@H]1[C@@H](COCC1)O)OCC1=CC=C(C=C1)OC (3S,4R)-4-((5-fluoro-4-((4-methoxybenzyl)oxy)pyrimidin-2-yl)amino)tetrahydro-2H-pyran-3-ol